C(C)(C)(C)C1=NN2C(N(CCC2)C=2C=NC=3CCN(CC3C2)C2=NC=NC3=CC=C(C=C23)F)=C1 4-(3-(2-(tert-butyl)-6,7-dihydropyrazolo[1,5-a]pyrimidin-4(5H)-yl)-7,8-dihydro-1,6-naphthyridin-6(5H)-yl)-6-fluoroquinazoline